4-((4-(((2S,6R)-2,6-dimethylmorpholino)methyl)-6-((5-(5-phenyl-1,3,4-oxadiazole-2-yl)thiazol-2-yl)methyl)-3,4-dihydropyridin-2-yl)amino)bicyclo[2.2.2]octan-1-ol C[C@@H]1O[C@@H](CN(C1)CC1CC(=NC(=C1)CC=1SC(=CN1)C=1OC(=NN1)C1=CC=CC=C1)NC12CCC(CC1)(CC2)O)C